ethyl 2-amino-1,5-dimethyl-1H-pyrrole-3-carboxylate NC=1N(C(=CC1C(=O)OCC)C)C